tert-Butyl (2R)-2-[3-(tetramethyl-1,3,2-dioxaborolan-2-yl)phenyl]pyrrolidine-1-carboxylate CC1(C(OB(O1)C=1C=C(C=CC1)[C@@H]1N(CCC1)C(=O)OC(C)(C)C)(C)C)C